tert-butyl N-[2-nitro-4-(3-thienyl)phenyl]carbamate [N+](=O)([O-])C1=C(C=CC(=C1)C1=CSC=C1)NC(OC(C)(C)C)=O